2-(4-aminophenyl)ethan-1-ol NC1=CC=C(C=C1)CCO